BrC1=CC2=C(C(=C1OC)Cl)OCC1=C2N(N=C1C(=O)O)C1=CC(=CC(=C1)Cl)Cl 8-bromo-6-chloro-1-(3,5-dichlorophenyl)-7-methoxy-1,4-dihydrochromeno[4,3-c]pyrazole-3-carboxylic acid